(S)-4-Fluoro-5-(2-hydroxypropan-2-yl)-N'-((1',5',6',7'-tetrahydro-2'H-spiro[cyclopropane-1,3'-dicyclopenta[b,e]pyridin]-8'-yl)carbamoyl)thiophene-2-sulfonimidamide FC=1C=C(SC1C(C)(C)O)[S@](=O)(N)=NC(NC1=C2C(=NC3=C1CCC3)C3(CC2)CC3)=O